C(C)(=O)N[C@H](COCC1=CC=CC=C1)C(=O)N1CCN(CC1)C(\C(=C\C1=CC(=C(C=C1)O)O)\C#N)=O (E)-4-(N-acetyl-O-benzyl-D-seryl)-1-(α-cyano-3-(3,4-dihydroxyphenyl)acryloyl)piperazine